1-benzyl-4-(3,4-difluorophenyl)-1H-imidazole C(C1=CC=CC=C1)N1C=NC(=C1)C1=CC(=C(C=C1)F)F